(4-(1-(3-fluoro-4-methoxybenzyl)-4-(5-methyloxazol-2-yl)-2-oxo-2,3-dihydro-1H-benzo[b]azepin-8-yl)-1H-pyrazol-1-yl)-2-methylpropanamide FC=1C=C(CN2C3=C(C=C(CC2=O)C=2OC(=CN2)C)C=CC(=C3)C=3C=NN(C3)C(C(=O)N)(C)C)C=CC1OC